N-(3-chloro-4-(pyridin-2-ylmethoxy)phenyl)-4-(4-fluoro-1-isopropyl-2-methyl-1H-benzimidazol-6-yl)pyrimidin-2-amine ClC=1C=C(C=CC1OCC1=NC=CC=C1)NC1=NC=CC(=N1)C=1C=C(C2=C(N(C(=N2)C)C(C)C)C1)F